OC=1C(=C(C(=O)C2=CC=C(C=C2)OCCCC)C=CC1OC)O dihydroxy-4-methoxy-4'-butoxybenzophenone